2-chloro-5-fluoro-3-[[(4S)-2-oxoimidazolidin-4-yl]methoxy]benzoic acid ClC1=C(C(=O)O)C=C(C=C1OC[C@H]1NC(NC1)=O)F